C(C)OC(CC1=C(C(=CC=C1)Br)F)=O (3-bromo-2-fluorophenyl)acetic acid ethyl ester